COC1=C(C=CC(=C1)OCCCN1CCCCC1)NC1=NC=CC(=N1)NC=1C=NC2=CC=CC=C2C1 2-[2-methoxy-4-(3-piperidinopropoxy)phenylamino]-4-(3-quinolylamino)pyrimidine